CC1=CC=C(C=N1)C(C)(C)N1C[C@@](CC1)([C@H](C(F)(F)F)O)CCC1=CC=C(C#N)C=C1 |o1:15| 4-(2-((R)-1-(2-(6-methylpyridin-3-yl)propan-2-yl)-3-((R or S)-2,2,2-trifluoro-1-hydroxyethyl)pyrrolidin-3-yl)ethyl)benzonitrile